C(C1=CC=CC=C1)[C@]12N(C[C@@H]([C@@H](C1)OCC=1C(=NOC1C1CC1)C1CCC3(CC3)CC1)C2)C(=O)OCC2(COCC2)C(F)F (3-(difluoromethyl)tetrahydrofuran-3-yl)methanol benzyl-(1S,4S,5R)-5-((5-cyclopropyl-3-(spiro[2.5]octan-6-yl)isoxazol-4-yl)methoxy)-2-azabicyclo[2.2.1]heptane-2-carboxylate